C1(=CC=CC=C1)C(C=C)=CC 3-phenyl-1,3-pentadiene